NC1=NC(=C(C=C1C=1C=C2CCNC(C2=CC1F)=O)C1=CC(=C(C=C1)OCC1CCOCC1)CN(C)C)F 6-(2-amino-5-(3-((dimethylamino)methyl)-4-((tetrahydro-2H-pyran-4-yl)methoxy)phenyl)-6-fluoropyridin-3-yl)-7-fluoro-3,4-dihydroisoquinolin-1(2H)-one